P(O)(=O)(OP(=O)(O)OP(=O)(O)O)OC[C@@H]1[C@H]([C@H]([C@@H](O1)N1C(=O)N=C(N)C(=C1)O)O)O 5-hydroxy-cytidine triphosphate